NCC=1C=NC(=NC1)C1=C(C=C(C#N)C=C1)CC=1N(N=C(C1)N(CC)CC)C 4-[5-(aminomethyl)pyrimidin-2-yl]-3-[[5-(diethylamino)-2-methylpyrazol-3-yl]methyl]benzonitrile